1-((3R,4S)-4-hydroxy-3-((R)-5H-imidazo[5,1-a]isoindol-5-yl)piperidin-1-yl)ethanone methyl-(3S)-6-(tert-butoxycarbonylamino)-3-[[3-(5-methyl-1,2,4-oxadiazol-3-yl)benzoyl]amino]hexanoate COC(C[C@H](CCCNC(=O)OC(C)(C)C)NC(C1=CC(=CC=C1)C1=NOC(=N1)C)=O)=O.O[C@@H]1[C@H](CN(CC1)C(C)=O)[C@H]1N2C(C3=CC=CC=C13)=CN=C2